dichlorophenyl 2,4,5-trichlorobenzenesulfonate ClC1=C(C=C(C(=C1)Cl)Cl)S(=O)(=O)OC1=C(C(=CC=C1)Cl)Cl